di-tert-butyl (2S,4S)-4-((3-(4-(trifluoromethyl)benzamido)benzoyl)oxy)pyrrolidine-1,2-dicarboxylate FC(C1=CC=C(C(=O)NC=2C=C(C(=O)O[C@H]3C[C@H](N(C3)C(=O)OC(C)(C)C)C(=O)OC(C)(C)C)C=CC2)C=C1)(F)F